2,3-bis(2-Mercaptoacetamido)propionic acid SCC(=O)NC(C(=O)O)CNC(CS)=O